rac-2-(4-(4-(2,6-dioxopiperidin-3-yl)phenyl)piperidin-1-yl)acetic acid O=C1NC(CC[C@@H]1C1=CC=C(C=C1)C1CCN(CC1)CC(=O)O)=O |r|